FC1(CN(CC1)C1=NC=CC(=C1NC(=O)C=1C=NC(=NC1)C(C)C)C1=CC=NN1)F N-(2-(3,3-difluoropyrrolidin-1-yl)-4-(1H-pyrazol-5-yl)pyridin-3-yl)-2-isopropylpyrimidine-5-carboxamide